[Si](C)(C)(C(C)(C)C)OC1=C(C=C(C=C1)C=C)OC t-butyldimethylsilyloxy-4-vinyl-2-methoxybenzene